Cl.Cl.CN(C[C@@H]1NCCC1)C (R)-N,N-dimethyl-1-(pyrrolidin-2-yl)-methanamine dihydrochloride